ALUMINIUM OXIDE [O-2].[Al+3].[O-2].[O-2].[Al+3]